tert-butyl (5-(3-(difluoromethyl)-1,2,4-thiadiazol-5-yl)-2-methylphenyl)carbamate FC(C1=NSC(=N1)C=1C=CC(=C(C1)NC(OC(C)(C)C)=O)C)F